O1CCNC(C2=C1C=CC=C2)=O 3,4-dihydrobenzo[f][1,4]Oxazepin-5(2H)-one